7-carboxyl-dibenzocyclooctaneamide C(=O)(O)C1CC2=C(C3=C(CC1)C=CC=C3C(=O)N)C=CC=C2